[O-][S@@+]1CCC=2N=C(N=C(C21)NC2CCOCC2)N2CC(C2)OC(=O)C2CCCC2 [1-[(5R)-5-oxido-4-(tetrahydropyran-4-ylamino)-6,7-dihydrothieno[3,2-d]pyrimidin-5-ium-2-yl]azetidin-3-yl]cyclopentanecarboxylate